5-ethylamino-2-(4-vinylbenzyl)-2H-tetrazole C(C)NC=1N=NN(N1)CC1=CC=C(C=C1)C=C